FC1=CC=C(C=C1)C1=NN(C(C1)C1=CC=CC=C1)\C(\C)=N\NC(C1=CC=NC=C1)=O (E)-N'-(1-(3-(4-fluorophenyl)-5-phenyl-4,5-dihydro-1H-pyrazol-1-yl)ethylidene)isonicotinohydrazide